5-(Dimethylamino)-N-((1,2,3,5,6,7-hexahydro-s-indacen-4-yl)carbamoyl)pyridazine-3-sulfonamide, Potassium Salt [K].CN(C=1C=C(N=NC1)S(=O)(=O)NC(NC1=C2CCCC2=CC=2CCCC12)=O)C